S(=O)(=O)(ON1[C@@H]2CC[C@H](N(C1=O)C2)C(NC2CC(CCC2)NC)=N)O (2S,5R)-2-(N-(3-(Methylamino) cyclohexyl) carbamimidoyl)-7-oxo-1,6-diazabicyclo[3.2.1]octan-6-yl hydrogen sulfate